F[C@@H](C)S(=O)(=O)N[C@@H]1[C@@H](N(CC12CC2)C(=O)[C@@H]2OCC2)CC=2C(=C(C=CC2)C2=CC(=CC(=C2)F)F)F |&1:16| (R)-1-fluoro-N-((6S,7S)-5-((RS)-oxetane-2-carbonyl)-6-((2,3',5'-trifluoro-[1,1'-biphenyl]-3-yl)methyl)-5-azaspiro[2.4]heptan-7-yl)ethane-1-sulfonamide